2,7-Difluoro-5-(piperazin-1-yl)-2,3-dihydro-1,4-benzodioxine FC1COC2=C(O1)C=C(C=C2N2CCNCC2)F